methyl(thiophen-2-yl)((4-(5-(trifluoromethyl)-1,2,4-oxadiazol-3-yl)benzyl)imino)-λ6-sulfanone CS(=O)(=NCC1=CC=C(C=C1)C1=NOC(=N1)C(F)(F)F)C=1SC=CC1